3-[N,N-Dimethyl (3-palmitoylaminopropyl) ammonio]-propanesulfonate C[N+](C)(CCCS(=O)(=O)[O-])CCCNC(CCCCCCCCCCCCCCC)=O